tert-butyl 3-((4-benzyl-6-(3-nitrophenyl) pyridin-2-yl) amino)-5-methyl-1H-pyrazole-1-carboxylate C(C1=CC=CC=C1)C1=CC(=NC(=C1)C1=CC(=CC=C1)[N+](=O)[O-])NC1=NN(C(=C1)C)C(=O)OC(C)(C)C